BrC=1C=CC(=C(C1)N1C2=CC=C(C=C2C=2C=C(C=CC12)C(C)(C)C)C(C)(C)C)C1=NC(=NC(=N1)C1=CC=CC=C1)C1=CC=CC=C1 9-(5-bromo-2-(4,6-diphenyl-1,3,5-triazin-2-yl)phenyl)-3,6-di-tert-butyl-9H-carbazole